tert-butyl 2-(3-chloro-2-methyl-5-((phenoxycarbonyl)amino)phenyl)acetate ClC=1C(=C(C=C(C1)NC(=O)OC1=CC=CC=C1)CC(=O)OC(C)(C)C)C